methyl-5-formyl-N-(2-methyl-3-(4,4,5,5-tetramethyl-1,3,2-dioxaborolan-2-yl)phenyl)picolinamide CC=1C(=NC=C(C1)C=O)C(=O)NC1=C(C(=CC=C1)B1OC(C(O1)(C)C)(C)C)C